CC(C)(OC(=O)N[C@H]1C[C@H](C1)C(=O)O)C cis-3-[[(1,1-Dimethylethoxy)carbonyl]amino]cyclobutanecarboxylic acid